4-(3-Methyloxetan-3-yl)phenol CC1(COC1)C1=CC=C(C=C1)O